[Cu+2].CS(=O)(=O)C1=CC=C(C=C1)N[C@@H](CO)C(=O)[O-].CS(=O)(=O)C1=CC=C(C=C1)N[C@@H](CO)C(=O)[O-] syn-p-methylsulfonylphenylserine copper salt